8-bromo-4-hydroxy-2-methyl-6-morpholinopyrido[4,3-d]pyrimidine-7(6H)-one BrC=1C(N(C=C2C1N=C(N=C2O)C)N2CCOCC2)=O